4-((2S,3R,5S)-5-(tert-butyl)-3-(3,4-difluoro-2-methoxyphenyl)tetrahydrofuran-2-carboxamido)picolinamide C(C)(C)(C)[C@@H]1C[C@@H]([C@H](O1)C(=O)NC1=CC(=NC=C1)C(=O)N)C1=C(C(=C(C=C1)F)F)OC